4-(3-Amino-5-bromopyridin-2-yl)thiomorpholine 1,1-dioxide NC=1C(=NC=C(C1)Br)N1CCS(CC1)(=O)=O